OC1=C(C=CC=C1)C=1C=C2C(=NC1)SC1=C2CN(CC1)C(=O)OC(C)(C)C tert-butyl 3-(2-hydroxyphenyl)-7,8-dihydrothieno[2,3-b:4,5-c']dipyridine-6(5H)-carboxylate